C(N)(=N)C=1C=C(SC1)[C@H](NC(=O)[C@H]1N(CC2(OCCO2)C1)C(CNC(CCCOC1=CC=CC=C1)=O)=O)C1CC1 (S)-N-((R)-(4-carbamimidoylthiophen-2-yl)(cyclopropyl)methyl)-7-((4-phenoxybutanoyl)glycyl)-1,4-dioxa-7-azaspiro[4.4]nonane-8-carboxamide